FC(CO[Si](C(C)(C)C)(C1=CC=CC=C1)C1=CC=CC=C1)(COS(=O)(=O)C(F)(F)F)F trifluoromethanesulfonic acid-6,6-difluoro-2,2-dimethyl-3,3-diphenyl-4-oxa-3-silaheptan-7-yl ester